(2-((4-(2-(4-cyano-2-fluorophenyl)-2-methylbenzo[d][1,3]dioxol-4-yl)piperidin-1-yl)methyl)-1-((S)-oxolan-2-yl)methyl)-1H-thieno[2,3-d]imidazole-5-carboxylic acid C(#N)C1=CC(=C(C=C1)C1(OC2=C(O1)C=CC=C2C2CCN(CC2)C[C@]2(OCCC2)CN2C=NC1=C2C=C(S1)C(=O)O)C)F